C(#N)C1=CC(=NC=C1)N1C=C(C2=C1N=CN=C2N2[C@H](CN(CC2)C(=O)OC(C)(C)C)C)N2CC(OCC2)C tert-butyl (3S)-4-(7-(4-cyanopyridin-2-yl)-5-(2-methylmorpholino)-7H-pyrrolo[2,3-d]pyrimidin-4-yl)-3-methylpiperazine-1-carboxylate